dibutylmagnesium format C(=O)O.C(CCC)[Mg]CCCC